α,α-difluoroallyl borate B(OC(C=C)(F)F)([O-])[O-]